C(#C)[C@@H]1CN(CC1)C(=O)OC(C)(C)C tert-Butyl (3R)-3-ethynylpyrrolidine-1-carboxylate